tris(benzyl)phosphine C(C1=CC=CC=C1)P(CC1=CC=CC=C1)CC1=CC=CC=C1